3-(5-bromopyrimidin-2-yl)-4,4-difluoro-3-hydroxybutanenitrile BrC=1C=NC(=NC1)C(CC#N)(C(F)F)O